4-chloro-1-(4-((5-chloro-2-(trifluoromethyl)benzyl)(methyl)amino)piperidine-1-carbonyl)-1H-pyrazole-3-carboxylic acid ClC=1C(=NN(C1)C(=O)N1CCC(CC1)N(C)CC1=C(C=CC(=C1)Cl)C(F)(F)F)C(=O)O